5-bromo-3-(2-(3-(3-chlorophenyl)-4-oxothiazolidine-2-ylidene)hydrazono)indol-2-one BrC=1C=C2C(C(NC2=CC1)=O)=NN=C1SCC(N1C1=CC(=CC=C1)Cl)=O